acryloyloxyethyl-N,N-diethylamine C(C=C)(=O)OCCN(CC)CC